tert-butyl (S)-3-(4-bromophenyl)-2-((R)-1-(tert-butoxycarbonyl)pyrrolidin-3-yl)propanoate BrC1=CC=C(C=C1)C[C@H](C(=O)OC(C)(C)C)[C@@H]1CN(CC1)C(=O)OC(C)(C)C